1-(3-tert-butyl-1-(4-fluorophenyl)-1H-pyrazol-5-yl)-3-(trans-1-(2-methoxy-ethyl)-4-phenylpyrrolidin-3-yl)urea C(C)(C)(C)C1=NN(C(=C1)NC(=O)N[C@@H]1CN(C[C@H]1C1=CC=CC=C1)CCOC)C1=CC=C(C=C1)F